2-(propionamido)acetic acid C(CC)(=O)NCC(=O)O